CS(=O)(=O)C=1C=C(C=NC1)C1=CC2=C(N=C3N2C(CC3)C3=CC=CC=C3)C=C1 7-(5-(methylsulfonyl)pyridin-3-yl)-1-phenyl-2,3-dihydro-1H-benzo[d]pyrrolo[1,2-a]imidazole